2-p-chlorophenyl-3-methylbutyric acid ClC1=CC=C(C=C1)C(C(=O)O)C(C)C